IC1=C(C(NC=C1)=O)C 4-iodo-3-methyl-1H-pyridin-2-one